[carbonylbis(oxy)]bis-2,5-pyrrolidinedione C(=O)(ON1C(CCC1=O)=O)ON1C(CCC1=O)=O